C(C)(=O)N1CCC(CC1)N1N=CC(=C1)NC1=NC=C(C(=N1)C1=CC=C(C(=O)N2CC(C2)C#N)C=C1)C 1-(4-(2-((1-(1-acetylpiperidin-4-yl)-1H-pyrazol-4-yl)amino)-5-methylpyrimidin-4-yl)benzoyl)azetidine-3-carbonitrile